C1(=CC=CC=C1)C(C=CC=O)=O 4-phenyl-but-2-ene-1,4-dione